C(C1=CC=CC=C1)NC1=C2NC=NC2=NC=N1 6-BENZYLAMINOPURINE